racemic-2,2'-bis-diphenylphosphanyl-[1,1']binaphthalenyl C1(=CC=CC=C1)P(C1=C(C2=CC=CC=C2C=C1)C1=C(C=CC2=CC=CC=C12)P(C1=CC=CC=C1)C1=CC=CC=C1)C1=CC=CC=C1